3,3'-((((3-fluoro-5-methoxyphenethyl)azanediyl)bis(methylene))bis(3,1-phenylene))bis(2-(pyrrolidin-3-yl)propanoic acid) FC=1C=C(CCN(CC=2C=C(C=CC2)CC(C(=O)O)C2CNCC2)CC=2C=C(C=CC2)CC(C(=O)O)C2CNCC2)C=C(C1)OC